BrC=1C=C2C=C(N=CC2=CC1)C(=O)OCC Ethyl 6-bromoisoquinoline-3-carboxylate